1-(2,4-dichlorophenyl)ethanol bis[2,4-bis(1,1-dimethylpropyl)phenyl][4-(1,1-dimethylpropyl)phenyl]phosphite CC(CC)(C)C1=C(C=CC(=C1)C(CC)(C)C)C=1C(=C(C=CC1C(CC)(C)C)P(O)(O)OC(C)C1=C(C=C(C=C1)Cl)Cl)C1=C(C=C(C=C1)C(CC)(C)C)C(CC)(C)C